N1(CCC1)CC1=C(CN(C(=O)C2(CC2)C)CC(NC=2C=C3CC4(C(NC5=NC=CC=C54)=O)CC3=CC2)=O)C=CC=C1 N-(2-(Azetidin-1-ylmethyl)benzyl)-1-methyl-N-(2-oxo-2-((2'-oxo-1,1',2',3-tetrahydrospiro[indene-2,3'-pyrrolo[2,3-b]pyridin]-5-yl)amino)ethyl)-cyclopropanecarboxamide